3,5-dibromo-4-hydroxyl-1-cyanobenzene BrC=1C=C(C=C(C1O)Br)C#N